NCC(COC1=CC=C(C=C1)C1=CC=C(C=C1)/C=C/[C@@H](CO)N1C(=NC=C1)[C@H](C)O)OC (2S,E)-4-(4'-(3-amino-2-methoxypropoxy)-[1,1'-biphenyl]-4-yl)-2-(2-((S)-1-hydroxyethyl)-1H-imidazol-1-yl)but-3-en-1-ol